ClC1=CC=C(C=C1)C(C(=O)NCC(=O)N[C@H](CCC(=O)O)C(=O)O)(C)C (2-(4-chlorophenyl)-2-methylpropanoyl)glycyl-D-glutamic acid